(2S,5R)-7-Oxo-2-(N-(piperazin-2-ylmethyl) carbamimidoyl)-1,6-diazabicyclo[3.2.1]octan-6-yl hydrogen sulfate S(=O)(=O)(ON1[C@@H]2CC[C@H](N(C1=O)C2)C(NCC2NCCNC2)=N)O